ClC=1C=C(C=C(C1)Cl)C1=CC=CC=C1 3,5-Dichloro-1,1'-biphenyl